P(=O)(O)(O)O.C=CCCC.C=CCCC di-pentene phosphate